Tert-butyl 4-(6-amino-5-nitro-2-pyridinyl)-1,4-diazepan-1-carboxylate NC1=C(C=CC(=N1)N1CCN(CCC1)C(=O)OC(C)(C)C)[N+](=O)[O-]